C1(=CC=CC=C1)SN1C(CCC1=O)=O 1-phenylthio-pyrroline-2,5-dione